1-(3-chloro-5-methylphenyl)-3-(3-trifluoromethylsulfanylphenyl)urea ClC=1C=C(C=C(C1)C)NC(=O)NC1=CC(=CC=C1)SC(F)(F)F